COC1=CC(N(C=C1)C(=O)OC1=CC=CC=C1)C phenyl 4-methoxy-2-methylpyridine-1(2H)-carboxylate